(5-amino-7-methoxyimidazo[1,2-c]quinazolin-2-yl)(6-azaspiro[3.5]nonan-6-yl)methanone NC1=NC=2C(=CC=CC2C=2N1C=C(N2)C(=O)N2CC1(CCC1)CCC2)OC